2-[2-[4-[3-(Benzenesulfonamido)phenyl]butoxy]phenyl]acetic acid C1(=CC=CC=C1)S(=O)(=O)NC=1C=C(C=CC1)CCCCOC1=C(C=CC=C1)CC(=O)O